6-bromo-1H-indole-4-carbaldehyde BrC=1C=C(C=2C=CNC2C1)C=O